OCC(NCC(=O)O)(CO)CO N-[tris(hydroxymethyl)methyl]glycine